BrC=1C=C2C=NN(C2=CC1)CCOC 5-bromo-1-(2-methoxyethyl)-1H-indazole